racemic-3-cyclohexenecarboxylic acid [C@@H]1(CC=CCC1)C(=O)O |r|